(5'S)-4-methoxy-5'-methyl-3H-spiro[furo[3,4-c]pyridine-1,3'-pyrrolidine]-1'-carboxylic acid tert-butyl ester C(C)(C)(C)OC(=O)N1CC2(C[C@@H]1C)OCC=1C(=NC=CC12)OC